C1(CC1)CN1CC(C(CC1)C)C(=O)C1=CC2=CC=CC(=C2C=C1)OC (1-(cyclopropylmethyl)-4-methylpiperidin-3-yl)(5-methoxynaphthalen-2-yl)methanone